6-chloro-2-phenyl-4-(diphenylphosphono)-4H-chromene ClC=1C=C2C(C=C(OC2=CC1)C1=CC=CC=C1)P(=O)(OC1=CC=CC=C1)OC1=CC=CC=C1